4-((6-chloro-8-methoxy-5H-pyrido[3,2-b]indol-5-yl)methyl)benzenesulfonamide ClC1=CC(=CC=2C3=C(N(C12)CC1=CC=C(C=C1)S(=O)(=O)N)C=CC=N3)OC